C(C1=CC=CC=C1)OC(=O)N1CCC(CC1)N1N=C(C(=C1N)C#N)C1=CC=C(C=C1)OC1=NC=C(C=C1)Cl 4-(5-amino-3-(4-((5-chloropyridin-2-yl)oxy)phenyl)-4-cyano-1H-pyrazol-1-yl)piperidine-1-carboxylic acid benzyl ester